COC1=C(C(=CC=C1)OC)N1C(=NC=2C1=NC=C(N2)NS(=O)(=O)N2CCOCC2)C2=NC(=CC=C2)OCC N-(1-(2,6-dimethoxyphenyl)-2-(6-ethoxypyridin-2-yl)-1H-imidazo[4,5-b]pyrazin-5-yl)morpholine-4-sulfonamide